tert-butyl 4-[4-[(2,6-dioxo-3-piperidyl)amino]-2-fluoro-phenyl]-3,3-difluoro-piperidine-1-carboxylate O=C1NC(CCC1NC1=CC(=C(C=C1)C1C(CN(CC1)C(=O)OC(C)(C)C)(F)F)F)=O